C(CC1=CC=CC=C1)N1C=CC2=CC(=C(C=C12)C=1N=C2N(C=CC(=N2)C=2CC(NC(C2)(C)C)(C)C)C1)O 1-phenethyl-6-(7-(2,2,6,6-tetramethyl-1,2,3,6-tetrahydropyridin-4-yl)imidazo[1,2-a]pyrimidin-2-yl)-1H-indol-5-ol